C(#N)C(C(=O)NCCOC(=C)C(=C)C)=C1C2=C(SC3=CC=CC=C13)SC=C2 (E and Z)-2-cyano-N-(2-((3-methylbuta-1,3-dien-2-yl)oxy)ethyl)-2-(4H-thieno[2,3-b]thiochromen-4-ylidene)acetamide